ethyl 7-((4-methoxybenzyl)(methyl)amino)-5-((2-oxo-2H-[1,2'-bipyridin]-3-yl)amino)pyrazolo[1,5-a]pyrimidine-3-carboxylate COC1=CC=C(CN(C2=CC(=NC=3N2N=CC3C(=O)OCC)NC=3C(N(C=CC3)C3=NC=CC=C3)=O)C)C=C1